Pentane Propionate C(CC)(=O)O.CCCCC